CC=1N=C2N(N=C(C=C2C)C(C)=O)C1 1-(2,8-dimethylimidazo[1,2-b]pyridazin-6-yl)ethanone